8-cyclopropyl-6-(difluoromethyl)-4-methoxy-quinazoline C1(CC1)C=1C=C(C=C2C(=NC=NC12)OC)C(F)F